C1=C(C=CC2=CC=CC=C12)C(C#CC1=CC=CC=C1)O 1-(naphthalen-2-yl)-3-phenylprop-2-yn-1-ol